tert-butyl (S)-(2-azaspiro[3.3]heptan-5-yl)carbamate C1NCC12[C@H](CC2)NC(OC(C)(C)C)=O